C1(=CC=CC=C1)C1=NC(=NC(=N1)C1=CC=CC=C1)C(C)=O 1-(4,6-diphenyl-1,3,5-triazin-2-yl)ethanone